COC1=NC(=NN2C1=C(C=C2)C2=CC=1N(C=C2)N=CC1C(=O)NC)NC1CCC2(CC2)CC1 5-(4-methoxy-2-(spiro[2.5]octan-6-ylamino)pyrrolo[2,1-f][1,2,4]triazin-5-yl)-N-methylpyrazolo[1,5-a]pyridine-3-carboxamide